5-(((((1R,2S,5R)-2-carbamoyl-7-oxo-1,6-diazabicyclo[3.2.1]octan-6-yl)oxy)sulfonyl)oxy)-2,2,4,4-tetramethylpentyl propionate C(CC)(=O)OCC(CC(COS(=O)(=O)ON1[C@@H]2CC[C@H](N(C1=O)C2)C(N)=O)(C)C)(C)C